FC1(CCN(CC1)C1=NC2=C(C=C(C=C2C(N1C)=O)F)[C@@H](C)N[S@](=O)C(C)(C)C)F (R)-N-((R)-1-(2-(4,4-difluoropiperidin-1-yl)-6-fluoro-3-methyl-4-oxo-3,4-dihydroquinazolin-8-yl)ethyl)-2-methylpropane-2-sulfinamide